N-((S)-1-((3R,5'S)-5-azido-5'-cyano-2-oxospiro[indoline-3,3'-pyrrolidin]-1'-yl)-4-methyl-1-oxopentan-2-yl)-4,6-difluoro-N-methyl-1H-indole-2-carboxamide N(=[N+]=[N-])C=1C=C2C(=CC1)NC([C@@]21CN([C@@H](C1)C#N)C([C@H](CC(C)C)N(C(=O)C=1NC2=CC(=CC(=C2C1)F)F)C)=O)=O